FC=1C=C(C(NC1)=O)[C@@H](C)NC=1C=CC=2N(N1)C(=CN2)C2=NC=CC(=N2)CCO (R)-5-fluoro-3-(1-((3-(4-(2-hydroxyethyl)pyrimidin-2-yl)imidazo[1,2-b]pyridazin-6-yl)amino)ethyl)pyridin-2(1H)-one